C1(CC1)C=1C=C(C=2N(C1)C=C(N2)CN2N=NC(=C2)C(=O)OCC)F ethyl 1-((6-cyclopropyl-8-fluoroimidazo[1,2-a]pyridin-2-yl)methyl)-1H-1,2,3-triazole-4-carboxylate